CNC1=CC=C(C(=O)OCC(CCCC)CC)C=C1 2-Ethylhexyl 4-methylamino-benzoat